N-(2-methyl-4-(trifluoromethyl)benzofuran-7-yl)-1,1-diphenylmethanamine CC=1OC2=C(C1)C(=CC=C2NC(C2=CC=CC=C2)C2=CC=CC=C2)C(F)(F)F